3-ACETAMIDOBENZO[D]ISOXAZOL-5-YLBORONIC ACID C(C)(=O)NC1=NOC2=C1C=C(C=C2)B(O)O